CC1(CC2(C3=CC=C(C=C13)O)CC(C1=CC(=CC=C12)O)(C)C)C 2,2',3,3'-Tetrahydro-3,3,3',3'-tetramethyl-1,1'-spirobi[1H-indene]-5,5'-diol